Cl.O[C@H]1CNCC1 3-(R)-hydroxypyrrolidine HCl